CC([C@@H](C(=O)OC(C)(C)C)N1C([C@@H](CC1)NC)=O)C tert-butyl (S)-3-methyl-2-((R)-3-(methylamino)-2-oxopyrrolidin-1-yl)butanoate